CC1=C(C(=O)C=2C=C(C=CC2)[PH2]=O)C(=CC(=C1)C)C 3-[2,4,6-trimethylbenzoyl]phenylphosphine oxide